1-(4-bromo-2,6-dimethylbenzyl)-3-ethylurea BrC1=CC(=C(CNC(=O)NCC)C(=C1)C)C